N-(4-tert-butylbenzyl)-carbazole C(C)(C)(C)C1=CC=C(CN2C3=CC=CC=C3C=3C=CC=CC23)C=C1